C(C)(C)(C)[Si](C1=CC=CC=C1)(C1=CC=CC=C1)OC[C@@]1([C@H]([C@H]2OC(O[C@H]2O1)(C)C)OCC1=CC2=CC=CC=C2C=C1)CI Tert-butyl-(((3aR,5R,6S,6aR)-5-(iodomethyl)-2,2-dimethyl-6-(naphthalen-2-ylmethoxy)-tetrahydrofuro[3,2-d][1,3]dioxol-5-yl)methoxy)diphenylsilane